C1=2N(CC3=CC=CC=C3C#CC2C=CC=C1)C(CCC(=O)NCC(=O)NCC(=O)O)=O 2-[2-(4-{2-azatricyclo[10.4.0.04,9]hexadeca-1(12),4,6,8,13,15-hexaen-10-yn-2-yl}-4-oxobutanamido)acetamido]acetic acid